5-(Fmoc-amino)-3-oxapentanoic acid C(=O)(OCC1C2=CC=CC=C2C2=CC=CC=C12)NCCOCC(=O)O